COC1=CC=C(CN2N=NC(=C2OC2=CC(=CC=C2)C#CC)C(=O)OCC)C=C1 ethyl 1-(4-methoxybenzyl)-5-(3-(prop-1-ynyl)phenoxy)-1H-1,2,3-triazole-4-carboxylate